cyclobutylpiperidin C1(CCC1)N1CCCCC1